CC1(OB(OC1(C)C)C1=CN=C(S1)C(F)(F)F)C 5-(4,4,5,5-tetramethyl-1,3,2-dioxaborolan-2-yl)-2-(trifluoromethyl)thiazole